tertbutyl 3-(4-hydroxybutoxy)azetidine-1-carboxylate OCCCCOC1CN(C1)C(=O)OC(C)(C)C